N-(tert-butoxycarbonyl)-N-methyl-L-leucyl-D-aspartic acid 4-benzyl ester 1-methyl ester COC([C@H](NC([C@@H](N(C)C(=O)OC(C)(C)C)CC(C)C)=O)CC(=O)OCC1=CC=CC=C1)=O